ClC=1C(=NC2=CC(=CC(=C2C1)F)CC(C)C1=C[C@H]([C@H]2[C@@]1(OC(O2)(C)C)C)N2C=CC1=C2N=CN=C1C)N 3-chloro-5-fluoro-7-(2-((3aS,4R,6aR)-2,2,6a-trimethyl-4-(4-methyl-7H-pyrrolo[2,3-d]pyrimidin-7-yl)-3a,6a-dihydro-4H-cyclopenta[d][1,3]dioxol-6-yl)propyl)quinolin-2-amine